C(C)[C@@]1(CC[C@@]2([C@H]3CC[C@@]4([C@H](CC[C@H]4[C@@H]3CC[C@H]2C1)[C@H](C#N)CCCC(C)(C)O)C)C)O (R)-2-((3S,5S,8R,9S,10S,13S,14S,17R)-3-ethyl-3-hydroxy-10,13-dimethylhexadecahydro-1H-cyclopenta[a]phenanthren-17-yl)-6-hydroxy-6-methylheptanenitrile